2-(2,2-dicyanovinyl)benzoic Acid C(#N)C(=CC1=C(C(=O)O)C=CC=C1)C#N